C(CCC)[SbH2] butylstibine